bis-(3,6-difluorobenzene-1-yl)titanium FC=1C=C(C(=CC1)F)[Ti]C1=CC(=CC=C1F)F